glycerol triPIPECOLATE N1C(CCCC1)C(=O)OCC(OC(C1NCCCC1)=O)COC(C1NCCCC1)=O